2-[4-[2-[6-(5-chloropyrimidin-2-yl)-6-azaspiro[2.5]octan-2-yl]ethoxy]-2-fluoro-phenyl]-1-[3-[[[(2S,3R,4R,5R)-2,3,4,5,6-pentahydroxyhexyl]amino]methyl]-azetidin-1-yl]ethanone ClC=1C=NC(=NC1)N1CCC2(C(C2)CCOC2=CC(=C(C=C2)CC(=O)N2CC(C2)CNC[C@@H]([C@H]([C@@H]([C@@H](CO)O)O)O)O)F)CC1